N-[Dimethyl(oxo)-λ6-sulfanylidene]-5-fluoro-2-[[4-[1-methyl-4-(4-pyridyl)pyrazol-3-yl]phenoxy]methyl]quinoline-3-carboxamide CS(=NC(=O)C=1C(=NC2=CC=CC(=C2C1)F)COC1=CC=C(C=C1)C1=NN(C=C1C1=CC=NC=C1)C)(=O)C